methyl-1-octyl-pyrrolidinium bis(trifluoromethylsulfonyl)imide [N-](S(=O)(=O)C(F)(F)F)S(=O)(=O)C(F)(F)F.C[N+]1(CCCC1)CCCCCCCC